Ethyl 5-(1-tert-butoxycarbonylpyrrolidin-3-yl)-1-methyl-pyrazole-4-carboxylate C(C)(C)(C)OC(=O)N1CC(CC1)C1=C(C=NN1C)C(=O)OCC